CN1N=C(C=C1C1=NC(=NC=C1F)N1CCN(CC1)C(=O)N1N=CC[C@H]1C=1C=C(C#N)C=C(C1)F)C (S)-3-(1-(4-(4-(1,3-dimethyl-1H-pyrazol-5-yl)-5-fluoropyrimidin-2-yl)piperazine-1-carbonyl)-4,5-dihydro-1H-pyrazol-5-yl)-5-fluorobenzonitrile